lithium hydrophosphate P(=O)([O-])([O-])O.[Li+].[Li+]